N1(CCCCCC1)CCN1C(COCC2=C1C=CC=C2)=O 1-(2-(Azepan-1-yl)ethyl)-1,5-dihydrobenzo[e][1,4]oxazepin-2(3H)-one